4-{[5-(1-benzyl-1H-benzo[d][1,2,3]triazol-5-yl)-3-trifluoromethyl-1H-pyrazol-1-yl]methyl}-N-hydroxybenzamide C(C1=CC=CC=C1)N1N=NC2=C1C=CC(=C2)C2=CC(=NN2CC2=CC=C(C(=O)NO)C=C2)C(F)(F)F